ClC1=C(C=CC=C1)NC(=O)C=1N=C(SC1)C=1C(=NN(C1)C)C(F)F N-(2-chlorophenyl)-2-(3-(difluoromethyl)-1-methyl-1H-pyrazol-4-yl)thiazole-4-carboxamide